C(C)(C)(C)OC(=O)N1CCN(CC1)C1=CC(=CC(=C1)C(F)(F)F)Cl 4-[3-chloro-5-(trifluoromethyl)phenyl]piperazine-1-carboxylic acid tert-butyl ester